5-(7-fluoroimidazo[1,2-a]pyridin-3-yl)isoquinolin-1(2H)-one FC1=CC=2N(C=C1)C(=CN2)C2=C1C=CNC(C1=CC=C2)=O